(6-chloro-3-methylpyrazin-2-yl)ethanol nonyl-17-((tert-butyldiphenylsilyl)oxy)-9-oxoheptadecanoate C(CCCCCCCC)C(C(=O)OC(C)C1=NC(=CN=C1C)Cl)CCCCCCC(CCCCCCCCO[Si](C1=CC=CC=C1)(C1=CC=CC=C1)C(C)(C)C)=O